5-isobutyl-1,2,4-oxadiazole C(C(C)C)C1=NC=NO1